O[C@H](C)[C@@H]1[C@@H]2CC[C@H](CN1C(=O)OCC1=CC=CC=C1)N2C(=O)OC(C)(C)C 3-benzyl 8-(t-butyl) (1S,2S,5R)-2-((R)-1-hydroxyethyl)-3,8-diazabicyclo[3.2.1]octane-3,8-dicarboxylate